7-naphthalenedimethanol C1(=CC=CC2=CC=C(C=C12)CO)CO